(5-(tert-butyl)-1,4,5,6,7,8-hexahydropyrazolo[4,3-c]azepin-3-yl)(4-(2-(trifluoromethyl)phenyl)piperidin-1-yl)methanone C(C)(C)(C)N1CC2=C(CCC1)NN=C2C(=O)N2CCC(CC2)C2=C(C=CC=C2)C(F)(F)F